5-[3-(Benzyloxy)-4-bromo-1-(2-fluorophenyl)-1H-pyrazol-5-yl]pyrimidin C(C1=CC=CC=C1)OC1=NN(C(=C1Br)C=1C=NC=NC1)C1=C(C=CC=C1)F